BrC1=CC=C2N=C(C=3N(C2=C1)C=NC3)Cl 8-bromo-4-chloroimidazo[1,5-a]quinoxaline